(S)-3-(3-(4-hydroxy-1-methyl-2-oxo-1,2-dihydropyridin-3-yl)ureido)-3-(5-(trifluoromethyl)biphenyl-3-yl)propionic acid OC1=C(C(N(C=C1)C)=O)NC(N[C@@H](CC(=O)O)C=1C=C(C=C(C1)C(F)(F)F)C1=CC=CC=C1)=O